ClC=1N=CC=C2C1N(N=C2C2=C(C(=CC=C2)Cl)Cl)CC2=CC=C(C=C2)OC 7-chloro-3-(2,3-dichlorophenyl)-1-(4-methoxybenzyl)-1H-pyrazolo[3,4-c]pyridine